4-(2-phenylphenyl)aniline C1(=CC=CC=C1)C1=C(C=CC=C1)C1=CC=C(N)C=C1